NC1=NC2=CC(=CC=C2C=C1Br)CC[C@H]1S[C@H]([C@@H]([C@@H]1O)O)N1C=C(C2=C1N=CN=C2N)C (2R,3S,4R,5R)-2-(2-(2-Amino-3-bromochinolin-7-yl)ethyl)-5-(4-amino-5-methyl-7H-pyrrolo[2,3-d]pyrimidin-7-yl)tetrahydrothiophen-3,4-diol